di-neopentyl 4,5-diethylphthalate C(C)C=1C=C(C(C(=O)OCC(C)(C)C)=CC1CC)C(=O)OCC(C)(C)C